5-Chloro-2-(4-fluoro-2-methyl-phenoxy)-3-iodo-4,6-dimethyl-pyridine ClC=1C(=C(C(=NC1C)OC1=C(C=C(C=C1)F)C)I)C